N-(3-(2-(isoxazol-4-ylamino)-8,9-dihydroimidazo[1',2':1,6]pyrido[2,3-d]pyrimidin-6-yl)-4-methylphenyl)-4-(trifluoromethyl)picolinamide hydrochloride Cl.O1N=CC(=C1)NC=1N=CC2=C(N1)N1C(C(=C2)C=2C=C(C=CC2C)NC(C2=NC=CC(=C2)C(F)(F)F)=O)=NCC1